N1=CC=CC=C1.N1=CNC2=C1C=CC=C2 benzimidazole pyridine salt